Adenine Phosphoramidite P(O)(O)N.N1=CN=C2N=CNC2=C1N